ClC=1C=C(C=CC1F)C(N1CC=CC(=C1C)F)C=1NC(=C(N1)S(=O)(=O)C)C N-((3-chloro-4-fluorophenyl)(5-methyl-4-(methylsulfonyl)-1H-imidazol-2-yl)methyl)-5-fluoro-6-methylpyridin